C(C)OC(CCCC=O)OCC 5,5-DIETHOXYPENTANAL